5-(1-(trans-1-acryloyl-4-(4-(trifluoromethyl)benzyloxy)pyrrolidin-3-yl)-1H-1,2,3-triazol-4-yl)pyridin-2(1H)-one C(C=C)(=O)N1C[C@H]([C@@H](C1)OCC1=CC=C(C=C1)C(F)(F)F)N1N=NC(=C1)C=1C=CC(NC1)=O